3-(6-(3-Cyanophenyl)-1H-benzo[d]imidazol-2-yl)pyrrolidine-1-carbonitrile C(#N)C=1C=C(C=CC1)C=1C=CC2=C(NC(=N2)C2CN(CC2)C#N)C1